2-fluoro-6-methoxy-4-(1H-pyrazol-1-ylmethyl)benzonitrile FC1=C(C#N)C(=CC(=C1)CN1N=CC=C1)OC